C(OC1=C(OC=CC1=O)CC)(OCC=1OC=CC1)=O 2-Ethyl-4-oxo-4H-pyran-3-yl (furan-2-ylmethyl) carbonate